ClC=1C=C2CO[C@]3(O[C@@H]([C@H]([C@@H]([C@H]3O)O)O)C)C2=CC1CC=1SC(=CC1)CCOC (1S,3'R,4'S,5'S,6'R)-5-Chloro-6-((5-(2-methoxyethyl)thiophen-2-yl)methyl)-6'-methyl-3',4',5',6'-tetrahydro-3H-spiro[isobenzofuran-1,2'-pyran]-3',4',5'-triol